1-(1-(4-(1H-indazol-5-yl)benzyl)-1H-indol-5-yl)-5-methyl-1H-pyrazole-3-carboxamide N1N=CC2=CC(=CC=C12)C1=CC=C(CN2C=CC3=CC(=CC=C23)N2N=C(C=C2C)C(=O)N)C=C1